O[C@@H]1CN(CC1)C(CC)=O (S)-1-(3-Hydroxy-pyrrolidin-1-yl)-propan-1-one